2-amino-N-(4-hydroxybicyclo[2.2.2]oct-1-yl)-5-(4-(3-(tetrahydro-2H-pyran-4-yl)-3-azabicyclo[3.1.0]-hex-1-yl)phenyl)nicotinamide NC1=C(C(=O)NC23CCC(CC2)(CC3)O)C=C(C=N1)C1=CC=C(C=C1)C13CN(CC3C1)C1CCOCC1